C(CCCCCCC)[NH+](C)C Octyl-dimethyl-ammonium